C(C)(C)(CC(C)(C)C)N=C=O tert-octyl isocyanate